NC(=C(C#N)C#N)C1=NON=C1N 2-(amino(4-amino-1,2,5-oxadiazole-3-yl)methylene)malononitrile